2-(4-Isopropoxy-3-nitrophenyl)-2-oxoacetic acid C(C)(C)OC1=C(C=C(C=C1)C(C(=O)O)=O)[N+](=O)[O-]